C(=O)O.C12(CCC(CC1)C2)C(=O)O.C21(CCC(CC2)C1)C(=O)O bis(bicyclo[2.2.1]heptane-1-carboxylic acid) formate